N-(3-(((2,3-dihydrofuro[3,2-c]pyridin-4-yl)amino)methyl)phenyl)formamide O1CCC=2C(=NC=CC21)NCC=2C=C(C=CC2)NC=O